2-(5-Amino-3-(4,4-difluoropiperidin-1-yl)-1H-indazol-1-yl)acetonitrile NC=1C=C2C(=NN(C2=CC1)CC#N)N1CCC(CC1)(F)F